5-(3,5-Bis((E)-3-fluorobenzylmethylene)-4-oxopiperidin-1-yl)-5-oxo-N-(4-sulfonylphenyl)pentanamide FC=1C=C(C\C=C\2/CN(C\C(\C2=O)=C/CC2=CC(=CC=C2)F)C(CCCC(=O)NC2=CCC(C=C2)=S(=O)=O)=O)C=CC1